4-(methylamino)-1-(2-methylphenyl)-7-(trifluoromethyl)pyrido[2,3-d]pyrimidin-2(1H)-one CNC=1C2=C(N(C(N1)=O)C1=C(C=CC=C1)C)N=C(C=C2)C(F)(F)F